4,4-dipyridylamine B(C1=CC(=C(C=C1)OCCC)C)(O)O